3-bromo-N-(2,6-dioxopiperidin-3-yl)-1H-indazole-7-carboxamide BrC1=NNC2=C(C=CC=C12)C(=O)NC1C(NC(CC1)=O)=O